FC=1C=CC(=C(C1)CC(=O)OC(C)(C)C)NC(C1=CC(=C(C=C1)N1CCCCC1)NC(=O)C1=NN(C2=CC=CC=C12)C(C(F)(F)F)C)=O tert-butyl 2-(5-fluoro-2-(4-(piperidin-1-yl)-3-(1-(1,1,1-trifluoropropan-2-yl)-1H-indazole-3-carboxamido) benzamido) phenyl)acetate